BrC=1C=C(C=C(C1)C(=O)OC)B(O)O (3-bromo-5-methoxycarbonyl-phenyl)boronic acid